t-pentylideneaminotris(dimethylamino)tantalum C(C=N[Ta](N(C)C)(N(C)C)N(C)C)(C)CC